(6R,8aS)-6-[8-amino-1-(2-ethoxy-6-fluoro-4-{(1R)-1-hydroxy-1-[3-(trifluoromethyl)phenyl]ethyl}phenyl)imidazo[1,5-a]pyrazin-3-yl]hexahydroindolizin-3(2H)-one NC=1C=2N(C=CN1)C(=NC2C2=C(C=C(C=C2F)[C@@](C)(C2=CC(=CC=C2)C(F)(F)F)O)OCC)[C@H]2CN1C(CC[C@@H]1CC2)=O